1-(3-((1,4,5,6-tetrahydropyrimidin-2-yl)thio)propyl)pyrrolidine N1C(=NCCC1)SCCCN1CCCC1